IC=1C=CC(=NC1)N[C@H]1CN(CCC1)C(=O)OC(C)(C)C Tert-butyl (R)-3-((5-iodopyridin-2-yl)amino)piperidine-1-carboxylate